tert-butyl 3-(6-bromo-4-chloropyridin-2-yl)-3,6-diazabicyclo[3.1.1]heptane-6-carboxylate BrC1=CC(=CC(=N1)N1CC2N(C(C1)C2)C(=O)OC(C)(C)C)Cl